FC1=CC=C(C=C1)C1=CN2C(O1)=NC=C2C2=NC(=NC=C2)S(=O)(=O)C (4-fluorophenyl)-5-(2-(methylsulfonyl)pyrimidin-4-yl)imidazo[2,1-b]oxazole